glycerol (stearate) C(CCCCCCCCCCCCCCCCC)(=O)OCC(O)CO